ClC=1C=C(C(=C2C=CNC12)O[C@H]1[C@@H](CN(CC1)CC(F)F)C1=CC=C(C(=O)O)C=C1)C 4-((3R,4R)-4-((7-chloro-5-methyl-1H-indol-4-yl)oxy)-1-(2,2-difluoroethyl)piperidin-3-yl)benzoic acid